FC(C1=C(C(=C(C(=C1[2H])N)[2H])[2H])C1=C(C(=C(C(=C1[2H])C(F)(F)F)C1=C(C(=C(C(=C1[2H])[2H])N)[2H])C(F)(F)F)[2H])C(F)(F)F)(F)F 2,2',2'',5'-Tetrakis(trifluoromethyl)-[1,1':4',1''-terphenyl]-4,4''-diamine-d8